C([O-])([O-])=O.[Bi+]=O.[Bi+]=O bismuth oxide carbonate